FC1=CC=2N(C=C1)C(=CN2)I 7-fluoro-3-iodoimidazo[1,2-a]pyridine